NCC1C[NH2+]CCC1 3-(aminomethyl)piperidinium